BrC1=C(N(C(=C1)C)CC)C#N bromo-1-ethyl-5-methyl-pyrrole-2-carbonitrile